CN1N=NC2=C1C=CC(=C2C)[C@H]([C@@H](C(=O)O)C)C2=CC(=C(C=C2)C)CN2CC(OC1=C(C2)C=NC=C1)(C)C (2S,3R)-3-(1,4-Dimethyl-1H-benzo[d][1,2,3]triazol-5-yl)-3-(3-((2,2-dimethyl-2,3-dihydropyrido[3,4-f][1,4]oxazepin-4(5H)-yl)methyl)-4-methylphenyl)-2-methylpropanoic acid